tert-Butyl 2-bromoethanoate BrCC(=O)OC(C)(C)C